C(C)OC(=O)CC1=CC(=C(C(=O)NC=2C=C(C(=O)OC)C=C(C2)NC(C2=C(C=C(C(=C2)O)CC(=O)OCC)O)=O)C=C1O)O methyl 3,5-bis(4-(ethoxycarbonylmethyl)-2,5-dihydroxybenzamido)benzoate